C(C=C)(=O)N1CCN(CC1)CCCN1C2=C(N(C([C@H](CC1)NC1=C(C#N)C(=CC(=N1)C)C(F)(F)F)=O)C)C=CC=C2F (S)-2-((6-(3-(4-Acryloylpiperazin-1-yl)propyl)-7-fluoro-1-methyl-2-oxo-1,2,3,4,5,6-hexahydrobenzo[b][1,4]diazocin-3-yl)amino)-6-methyl-4-(trifluoromethyl)nicotinonitril